OC(CC1=C(C=CC(=C1OC)[N+](=O)[O-])S(=O)(=O)N)CO (2,3-dihydroxypropyl)-3-methoxy-4-nitrobenzenesulfonamide